[Cl-].[Cl-].C1(=CC=CC2=CC=CC=C12)C(=[Zr+2](C1=CC(=CC=2C3=CC(=CC=C3CC12)C(C)(C)C)C(C)(C)C)C1C=CC=C1)C1=CC(=CC=C1)Cl naphthyl(m-chlorophenyl)methylene(cyclopentadienyl)(3,6-di-tert-butylfluorenyl)zirconium dichloride